methyl-N'-(2-cyano-2-(pyridin-2-yl)vinyl)-3,5-bis(trifluoromethyl)benzimidazolehydrazide CC1=C(C=CC=2N=C(N(C21)C(F)(F)F)C(=O)NNC=C(C2=NC=CC=C2)C#N)C(F)(F)F